C1(=CC=CC=C1)C1=NN=C(S1)C1CN(CCC1)C(=O)OCC1=CC=CC=C1 benzyl 3-(5-phenyl-1,3,4-thiadiazol-2-yl)piperidine-1-carboxylate